N-[(1S)-1-(4,4-difluorocyclohexyl)-2-oxo-2-[[1-[3,3,3-trifluoro-1-[1-(2,2,2-trifluoroethyl)-tetrazol-5-yl]propyl]pyrazol-4-yl]amino]ethyl]-2-isopropyl-pyrazole-3-carboxamide FC1(CCC(CC1)[C@@H](C(NC=1C=NN(C1)C(CC(F)(F)F)C1=NN=NN1CC(F)(F)F)=O)NC(=O)C=1N(N=CC1)C(C)C)F